OC[C@H]1N(CC1)C(=O)C=1N(C=C2N(CN(CC21)C)CC(C)C)CC2=CC=CC1=CC=CC=C21 (S)-5-(2-(hydroxymethyl)azetidine-1-carbonyl)-1-isobutyl-3-methyl-6-(naphthalen-1-ylmethyl)-1,6-dihydro-2H-pyrrolo[3,4-d]Pyrimidine